CN1[C@H](CN(C2=CC=CC=C12)C1=CC=C(C=C1)C(F)(F)F)CNC(C=C)=O (S)-N-((1-methyl-4-(4-(trifluoromethyl)phenyl)-1,2,3,4-tetrahydroquinoxalin-2-yl)methyl)acrylamide